1,8-difluoro-14,17-dihydroxy-2,13,15-trimethyltetracyclo[8.7.0.02,7.011,15]Heptadecane-3,6-diene-5-one FC12C3(C=CC(C=C3C(CC2C2CC(C(C2(CC1O)C)O)C)F)=O)C